3,4-epoxytricyclo[5.2.1.02,6]decaneoxyethyl acrylate C(C=C)(=O)OCCOC12C3C4C(CC3C(CC1)C2)O4